tert-butyl 3-[4-cyclopropyl-6-[8-ethynyl-7-fluoro-3-(methoxymethoxy)-1-naphthyl]-5-fluoro-3-methyl-2,7-naphthyridin-1-yl]-3,8-diazabicyclo[3.2.1]octane-8-carboxylate C1(CC1)C1=C(N=C(C2=CN=C(C(=C12)F)C1=CC(=CC2=CC=C(C(=C12)C#C)F)OCOC)N1CC2CCC(C1)N2C(=O)OC(C)(C)C)C